C(=O)(C=C)N1CCN(CC1)C1=CC=C(C=C1)C=1C=2N(C=C(C1)NC=1C=NN(C1)C)N=CC2C#N 4-(4-(4-Acrylpiperazin-1-yl)phenyl)-6-((1-methyl-1H-pyrazol-4-yl)amino)pyrazolo[1,5-a]pyridine-3-carbonitrile